2-{3-[(2R,6S)-2,6-dimethylmorpholine-4-carbonyl]-5,6-dihydrocyclopenta[c]pyrazol-1(4H)-yl}-1-[4-(4-methoxy-2,3-dimethylphenyl)piperidin-1-yl]ethan-1-one C[C@@H]1CN(C[C@@H](O1)C)C(=O)C=1C2=C(N(N1)CC(=O)N1CCC(CC1)C1=C(C(=C(C=C1)OC)C)C)CCC2